Heptatriacontan-6,9,28,31-tetraen-19-yl 4-(dimethylamino)butyrate CN(CCCC(=O)OC(CCCCCCCCC=CCC=CCCCCC)CCCCCCCCC=CCC=CCCCCC)C